2-[[(Butylamino)carbonyl]oxy]ethyl acrylat C(C=C)(=O)OCCOC(=O)NCCCC